2-(2-amino-9-((2R,3S,4S,5R)-4-fluoro-3-hydroxy-5-(hydroxymethyl)tetrahydrofuran-2-yl)-8-oxo-8,9-dihydro-7H-purin-7-yl)acetic acid NC1=NC=C2N(C(N(C2=N1)[C@@H]1O[C@@H]([C@H]([C@H]1O)F)CO)=O)CC(=O)O